4-[(3-dibutylaminopropyl)dimethoxysilyl]styrene C(CCC)N(CCC[Si](C1=CC=C(C=C)C=C1)(OC)OC)CCCC